FC1=CC=C(C=C1)N1C=2N=C3C=NNC3=CC2C(=C1C(COC)(C)C)C1=CC=C(C(=O)O)C=C1 4-[4-(4-fluorophenyl)-5-(2-methoxy-1,1-dimethyl-ethyl)-2,4,10,11-tetrazatricyclo[7.3.0.03,7]dodeca-1,3(7),5,8,11-pentaen-6-yl]benzoic acid